(Z)-6-Tetradecene CCCCC\C=C/CCCCCCC